S-(2,3,3-trichloro allyl) diisopropylthiocarbamate C(C)(C)N(C(SCC(=C(Cl)Cl)Cl)=O)C(C)C